FC(C1=CC(=CS1)CN1C2=C(C(C1=O)(C)C)SC(=C2)C(=O)OC)(F)F methyl 4-((5-trifluoromethylthiophene-3-yl) methyl)-6,6-dimethyl-5-oxo-5,6-dihydro-4H-thieno[3,2-b]pyrrole-2-carboxylate